4'-biphenolacrylic acid C=1(C(=CC=CC1)C=1C(=CC=C(C1)C=CC(=O)O)O)O